1-(4-(butylsulfanyl)-2,5-dimethoxyphenyl)propan-2-amine C(CCC)SC1=CC(=C(C=C1OC)CC(C)N)OC